CN1C=CC(=O)NC1=O Methyluracil